O[C@@]12[C@@](OC=3C=NC=C(C31)OC)([C@@H]([C@H]([C@H]2O)CN(C2COC2)C)C2=CC=CC=C2)C2=CC=C(C#N)C=C2 |r| Rac-4-((4bS,5R,6S,7S,7aR)-4b,5-dihydroxy-4-methoxy-6-((methyl(oxetan-3-yl)amino)methyl)-7-phenyl-4b,5,6,7-tetrahydro-7aH-cyclopenta[4,5]furo[2,3-c]pyridin-7a-yl)benzonitrile